N=1N=CN(C1)C=1C=C(C(=O)O)C=C(C1)C(F)(F)F 3-(1,2,4-triazol-4-yl)-5-(trifluoromethyl)benzoic acid